3-(3,5-difluoropyridin-2-yl)-3-methoxy-5,5-dimethyl-6-oxocyclohex-1-enecarbonitrile FC=1C(=NC=C(C1)F)C1(C=C(C(C(C1)(C)C)=O)C#N)OC